CN1N=C2C(=CC(=CC2=C1)B1OC(C(O1)(C)C)(C)C)C 2,7-dimethyl-5-(4,4,5,5-tetramethyl-1,3,2-dioxaborolan-2-yl)-2H-indazole